isopropyl 2-((5-amino-2-methoxy-4-(4-methylpiperazin-1-yl)phenyl)amino)-4-(3,3,5-trimethyl-2,3-dihydro-1H-pyrrolo[3,2-b]pyridin-1-yl)pyrimidine-5-carboxylate NC=1C(=CC(=C(C1)NC1=NC=C(C(=N1)N1CC(C2=NC(=CC=C21)C)(C)C)C(=O)OC(C)C)OC)N2CCN(CC2)C